acrylic acid ethanolamine salt C(O)CN.C(C=C)(=O)O